F[B-](F)(F)F.C[N+]1(CCOCC1)C N,N-dimethylmorpholinium tetrafluoroborate